C(CCCCCCCCCCCC(=O)[O-])(=O)OC=C vinyl 1,13-tridecanedioate